(3'R,4'S,5'R)-6''-chloro-4'-(3-chloro-2-fluorophenyl)-N-((1r,4R)-4-(hydroxymethyl)cyclohexyl)-2''-oxodispiro[cyclohexane-1,2'-pyrrolidine-3',3''-indoline]-5'-carboxamide ClC1=CC=C2[C@@]3(C(NC2=C1)=O)C1(N[C@H]([C@@H]3C3=C(C(=CC=C3)Cl)F)C(=O)NC3CCC(CC3)CO)CCCCC1